dichloro-(3-phenyl-1H-inden-1-ylidene)ruthenium (II) Cl[Ru-2](=C1C=C(C2=CC=CC=C12)C1=CC=CC=C1)Cl